4-[4,6-bis(2-methyl-phenoxy)-1,3,5-triazin-2-yl]-1,3-benzenediol CC1=C(OC2=NC(=NC(=N2)OC2=C(C=CC=C2)C)C2=C(C=C(C=C2)O)O)C=CC=C1